COC([C@H](C)OC1=C(C=C(C(=C1)F)Br)C1=NOCC1OCCCC)=O (2S)-2-[4-bromo-5-fluoro-2-(4-butoxy-4,5-dihydroisoxazol-3-yl)phenoxy]propionic acid methyl ester